(E)-12-chlorododeca-5-ene ClCCCCCC/C=C/CCCC